C(C)(C)(C)C1=C(C(=CC=C1)C(C)(C)C)C1=C(C(=C(C=C1)P(O)O)C1=C(C=CC=C1C(C)(C)C)C(C)(C)C)C1=CC=CC=C1 bis(2,6-di-tert-butylphenyl)-3-phenyl-phenylphosphonous acid